C1(CCC1)COC(COC1=C(C=CC=C1)OC1=C(C=C(C(=C1)N1C(N(C(=CC1=O)C(F)(F)F)C)=O)F)Cl)=O (2-{2-chloro-4-fluoro-5-[3-methyl-2,6-dioxo-4-(trifluoromethyl)-3,6-dihydropyrimidin-1(2H)-yl]phenoxy}phenoxy)acetic acid cyclobutylmethyl ester